N-[(1R,2R)-2-hydroxycyclohexyl]-2-{[2-(4-methoxypyridin-2-yl)-5H,6H,7H-cyclopenta[d]pyrimidin-4-yl](methyl)amino}acetamide O[C@H]1[C@@H](CCCC1)NC(CN(C)C=1C2=C(N=C(N1)C1=NC=CC(=C1)OC)CCC2)=O